COC1=NC(=CC(=C1C(=O)NCCCC(F)(F)F)C)N1[C@@H](COCC1)C 2-Methoxy-4-methyl-6-[(3R)-3-methyl-morpholin-4-yl]-N-(4,4,4-trifluoro-butyl)-pyridine-3-carboxylic acid amide